BrCC1=C(C=CC(=C1)C(C)(C)C)O bromomethyl-p-tert-butylphenol